3-(trimethylammonio)propane C[N+](CCC)(C)C